(2E)-3-{3-[2,6-bis(trifluoromethyl)pyridin-4-yl]-1,2,4-Triazol-1-yl}-2-(pyrimidin-5-yl)prop-2-enoic acid FC(C1=NC(=CC(=C1)C1=NN(C=N1)/C=C(/C(=O)O)\C=1C=NC=NC1)C(F)(F)F)(F)F